3-((2-chloro-4-((5-cyclopropyl-3-(2,6-dichlorophenyl)isoxazol-4-yl)methoxy)phenyl)ethynyl)benzenesulfonamide ClC1=C(C=CC(=C1)OCC=1C(=NOC1C1CC1)C1=C(C=CC=C1Cl)Cl)C#CC=1C=C(C=CC1)S(=O)(=O)N